[C@@H]12N(CC[C@H]2NC1)C(=O)OC(C)(C)C (1R,5R)-tert-butyl 2,6-diazabicyclo[3.2.0]heptane-2-carboxylate